tert-butyl methyl((1,3,3-trimethyl-4-oxocyclohexyl)methyl)carbamate CN(C(OC(C)(C)C)=O)CC1(CC(C(CC1)=O)(C)C)C